(S)-l-1-chloro-8-((3S,5R)-3,5-dimethylpiperazin-1-yl)-3-(3-fluoropyridin-4-yl)-10-(trifluoromethyl)-3,4-dihydro-2H,6H-[1,4]thiazepino[2,3,4-ij]quinazolin-6-one ClS1C[C@H](CN2C(N=C(C3=CC(=CC1=C23)C(F)(F)F)N2C[C@@H](N[C@@H](C2)C)C)=O)C2=C(C=NC=C2)F